3-chloro-4-((3,4-dihydro-2H-pyrimido[1,2-c]quinazolin-10-yl)oxy)pyridin-2-amine ClC=1C(=NC=CC1OC1=CC=2C=3N(C=NC2C=C1)CCCN3)N